BrC(C(=O)OCC)C ethyl α-bromopropionate